tert-butyl (2R,4S)-2-(2-chloro-6-fluoro-4-(trifluoromethyl)phenyl)-4-hydroxypiperidine-1-carboxylate ClC1=C(C(=CC(=C1)C(F)(F)F)F)[C@@H]1N(CC[C@@H](C1)O)C(=O)OC(C)(C)C